(R)-9-fluoro-3-methyl-5-oxo-4-(prop-2-yn-1-yl)-2,3,4,5-tetrahydrobenzofuro[2,3-f][1,4]oxazepine-3-carboxylic acid FC=1C=CC2=C(C1)C1=C(C(N([C@](CO1)(C(=O)O)C)CC#C)=O)O2